C(C1=CC=CC=C1)OC(=O)OC1=CC=C(C=C1)C1CCN(CC1)S(=O)(=O)C1=CC=C2C(N(CN(C2=C1)C(=O)OC(C)(C)C)CC(=O)OC(C)(C)C)=O tert-butyl 7-((4-(4-(((benzyloxy)carbonyl)oxy)phenyl)piperidin-1-yl)sulfonyl)-3-(2-(tert-butoxy)-2-oxoethyl)-4-oxo-3,4-dihydroquinazoline-1(2H)-carboxylate